N-methyl-1,4-dioxaspiro[4.5]decan-8-imine CN=C1CCC2(OCCO2)CC1